OCC(C1=CC=CC=C1)NC1=C(C=NC(=C1)NC1=CC=C2C(=N1)N(NC2=O)C)C(=O)NC2(CC1CCC(C2)N1C1(CC=CC=C1)C)CO 4-[(2-hydroxy-1-phenylethyl)amino]-N-[3-(hydroxymethyl)-8-(1-methylphenyl)-8-azabicyclo[3.2.1]octan-3-yl]-6-({1-methyl-3-oxo-2H-pyrazolo[3,4-b]pyridin-6-yl}amino)pyridine-3-carboxamide